ClC=1C(=C(C=CC1)[NH+]1CCC(CC1)CCN1N=C(C2=C1CCC2)C(=O)N2CCC(CC2)O)C [1-[2-[1-(3-Chloro-2-methylphenyl)piperidin-1-ium-4-yl]ethyl]-5,6-dihydro-4H-cyclopenta[c]pyrazol-3-yl]-(4-hydroxy-1-piperidyl)methanon